(Z)-4-decen-1-yl 2-methylbutanoate CC(C(=O)OCCC\C=C/CCCCC)CC